4-amino-7-chloro-N-(cyclopropylmethyl)-N-((6-(trifluoromethyl)pyridazin-3-yl)methyl)imidazo[1,5-a]quinoxaline-8-carboxamide NC=1C=2N(C3=CC(=C(C=C3N1)Cl)C(=O)N(CC=1N=NC(=CC1)C(F)(F)F)CC1CC1)C=NC2